OC(C(=O)N1C[C@H]([C@H](CC1)NS(=O)(=O)C)COC1CCC(CC1)C=1C=C2C=NN(C2=CC1)C)(C)C N-((3R,4S)-1-(2-hydroxy-2-methylpropanoyl)-3-((((1s,4S)-4-(1-methyl-1H-indazol-5-yl)cyclohexyl)oxy)methyl)piperidin-4-yl)methanesulfonamide